C(#N)C=1C=C(C=CC1)C=1N=C(SC1C1=CC(=NC(=C1)C)C)NC(=O)N1CC2N(CC1)CCNC2=O N-[4-(3-cyanophenyl)-5-(2,6-dimethyl-4-pyridinyl)thiazol-2-yl]-9-oxo-3,4,6,7,8,9a-hexahydro-1H-pyrazino[1,2-a]pyrazine-2-carboxamide